[4,4-diethyl-1-[(1R)-1-[3-[[(3S,4R)-3-hydroxychroman-4-yl]carbamoyl]phenyl]-3-methoxy-propyl]-6-oxo-hexahydropyrimidin-2-ylidene]ammonium C(C)C1(NC(N(C(C1)=O)[C@H](CCOC)C1=CC(=CC=C1)C(N[C@H]1[C@@H](COC2=CC=CC=C12)O)=O)=[NH2+])CC